C(C)C=1C=C(C=CC1N)C1=CC(=C(N)C=C1)CC 3,3'-diethyl-benzidine